F[C@@H]1C[C@@]2(CCCN2C1)COC=1N=C(C2=C(N1)C(=C(N=C2OC)C2=C1C=NNC1=CC(=C2Cl)C)F)N2CCOC[C@](C2)(O)C (6S)-4-(2-{[(2R,7aS)-2-fluoro-hexahydro-1H-pyrrolizin-7a-yl]methoxy}-7-(5-chloro-6-methyl-1H-indazol-4-yl)-8-fluoro-5-methoxypyrido[4,3-d]pyrimidin-4-yl)-6-methyl-1,4-oxazepan-6-ol